O=C(C)NCCOCCOCCOCCC(=O)O 2-oxo-6,9,12-trioxa-3-azapentadecane-15-oic acid